Cl.Cl.N1N=CC2=C(C=CC=C12)C(C#N)=C1CCNCC1 2-(1H-indazol-4-yl)-2-(piperidin-4-ylidene)acetonitrile dihydrochloride